methyl-4-[(1-methylcyclopropyl)amino]-N-[1-(2-methylpyrimidin-4-yl)piperidin-4-yl]furo[2,3-d]pyrimidine-5-carboxamide CC=1N=C(C2=C(N1)OC=C2C(=O)NC2CCN(CC2)C2=NC(=NC=C2)C)NC2(CC2)C